delta-AminoValeric Acid NCCCCC(=O)O